C(C)N1N=CC(=C1)C=1C=C2C(=NC1)N(C=N2)C2=CC(=C(C(=O)OC)C(=C2)OC)OC methyl 4-[6-(1-ethylpyrazol-4-yl)imidazo[4,5-b]pyridin-3-yl]-2,6-dimethoxy-benzoate